8-((3-chloropyridin-4-yl)thio)imidazo[1,2-c]pyrimidin ClC=1C=NC=CC1SC=1C=2N(C=NC1)C=CN2